tert-butyl (1R,5S,6r)-6-[(1-methylcyclopropyl)carbamoyl]-3-azabicyclo[3.1.0]hexane-3-carboxylate CC1(CC1)NC(=O)C1[C@H]2CN(C[C@@H]12)C(=O)OC(C)(C)C